cis-5-fluoro-6-methyl-N-({4-methyl-2-[6-methyl-3-(2H-1,2,3-triazol-2-yl)pyridine-2-carbonyl]-2-azabicyclo[3.1.1]hept-3-yl}methyl)pyridin-2-amine FC=1C=CC(=NC1C)NCC1N(C2CC(C1C)C2)C(=O)C2=NC(=CC=C2N2N=CC=N2)C